N12CCN(C(CC1)CC2)C(=O)N2N=C(C=1CC(CCC21)(F)F)C2=CC=C(C=C2)F (1,4-diazabicyclo[3.2.2]nonan-4-yl)(5,5-difluoro-3-(4-fluorophenyl)-4,5,6,7-tetrahydro-1H-indazol-1-yl)methanone